(2R,5S)-4-(6-cyano-7-(2-fluoro-3-methylphenyl)-1-(2-isopropyl-4-methylpyridine-3-yl)-2-oxo-1,2-dihydropyrido[2,3-d]pyrimidin-4-yl)-2,5-dimethylpiperazine-1-carboxylate C(#N)C1=CC2=C(N(C(N=C2N2C[C@H](N(C[C@@H]2C)C(=O)[O-])C)=O)C=2C(=NC=CC2C)C(C)C)N=C1C1=C(C(=CC=C1)C)F